C(C)(C)(C)OC(=O)N1CCC(CC1)(O)CC(=O)OCC 4-(2-ethoxy-2-oxoethyl)-4-hydroxypiperidine-1-carboxylic acid tert-butyl ester